5-(5-(1,3-Dioxolan-2-yl)thiophen-2-yl)pent-4-yn-1-ol O1C(OCC1)C1=CC=C(S1)C#CCCCO